ClC=1C=C2C(=NC(N3C2=C(C1C1=C(C=C(C=C1)F)F)SCC3)=O)N3C[C@H](N(CC3)C(C(=C)F)=O)C#N (2S)-4-(9-chloro-10-(2,4-difluorophenyl)-5-oxo-2,3-dihydro-5H-[1,4]thiazino[2,3,4-ij]quinazolin-7-yl)-1-(2-fluoroacryloyl)piperazine-2-carbonitrile